4-(2-{6-[(3r,5r)-3-amino-5-fluoropiperidine-1-carbonyl]-3-methylpyrazolo[1,5-a]pyridin-2-yl}-1-(cyclopropylmethyl)-1H-indol-6-yl)-3-chlorobenzamide N[C@H]1CN(C[C@@H](C1)F)C(=O)C=1C=CC=2N(C1)N=C(C2C)C=2N(C1=CC(=CC=C1C2)C2=C(C=C(C(=O)N)C=C2)Cl)CC2CC2